COCCN(C=1N=C(C2=C(N1)C(=NC(=N2)N(CCOC)CCOC)N2CCC(CC2)OC)NCC=2SC=CN2)CCOC N2,N2,N6,N6-tetrakis(2-methoxyethyl)-8-(4-methoxypiperidin-1-yl)-N4-(thiazol-2-ylmethyl)pyrimido[5,4-d]pyrimidine-2,4,6-triamine